C(C)(C)(C)OC(=O)N1[C@@H]([C@H](C1)OC=1C=NC(=CC1)C(NC1CC1)=O)C (2R,3S)-3-{[6-(cyclopropylcarbamoyl)pyridin-3-yl]oxy}-2-methylazetidine-1-carboxylic acid tert-butyl ester